[C@H]12CN(C[C@H](CC1)N2)C2=NC(=NC1=C(C=C(C=C21)Cl)F)OC[C@H](CN(C)C)C (S or R)-4-((1R,5S)-3,8-diazabicyclo[3.2.1]octan-3-yl)-6-chloro-2-((S)-3-(dimethyl-amino)-2-methyl-propoxy)-8-fluoro-quinazolin